CC1(C(CCC1)=O)C1=CN=CS1 2-methyl-2-(thiazol-5-yl)cyclopentan-1-one